N-[4-(benzyloxy)phenyl]-5-(4,5-difluoro-2-{[(3S)-3-(morpholin-4-ylmethyl)-3,4-dihydroisoquinolin-2(1H)-yl]carbonyl}phenyl)-1,2-dimethyl-1H-pyrrole-3-carboxamide C(C1=CC=CC=C1)OC1=CC=C(C=C1)NC(=O)C1=C(N(C(=C1)C1=C(C=C(C(=C1)F)F)C(=O)N1CC2=CC=CC=C2C[C@H]1CN1CCOCC1)C)C